bisphenol a monocarbonate C(O)(O)=O.OC1=CC=C(C=C1)C(C)(C)C1=CC=C(C=C1)O